C1(=CC=C(C=C1)OP(OC1=CC=C(C=C1)C)(=O)CC(=NO)N)C (2-amino-2-(hydroxyimino)ethyl)phosphonic acid di-p-tolyl ester